N-oleyl-benzylamine C(CCCCCCC\C=C/CCCCCCCC)NCC1=CC=CC=C1